8-chloro-6-(((1-cyclopropyl-1H-1,2,3-triazol-4-yl)(6-(oxetan-3-yl)-4,5,6,7-tetrahydrothieno[2,3-c]pyridin-3-yl)methyl)amino)-4-(neopentylamino)quinoline-3-carbonitrile ClC=1C=C(C=C2C(=C(C=NC12)C#N)NCC(C)(C)C)NC(C1=CSC=2CN(CCC21)C2COC2)C=2N=NN(C2)C2CC2